(R)-1-(3-Fluorophenyl)-2-((2-methyl-1-((R)-tetrahydro-2H-pyran-2-yl)propan-2-yl)amino)ethan-1-ol FC=1C=C(C=CC1)[C@H](CNC(C[C@@H]1OCCCC1)(C)C)O